C1(CCC1)C[C@@H]1NC[C@H](C1)O (2S,4S)-2-(cyclobutylmethyl)-4-hydroxypyrrolidin